C(C(C)C)OC1=CC=C(CN2CC3(CC3)CN(C2=S)C2CCN(CC2)C)C=C1 5-(4-isobutoxybenzyl)-7-(1-methylpiperidin-4-yl)-5,7-diazaspiro[2.5]octane-6-thione